3-((2-(4-(2-(3,4-dimethoxyphenyl)-3-isopropyl-1H-indol-5-yl)-3,6-dihydropyridin-1(2H)-yl)-2-oxoethyl)(methyl)amino)propionic acid COC=1C=C(C=CC1OC)C=1NC2=CC=C(C=C2C1C(C)C)C=1CCN(CC1)C(CN(CCC(=O)O)C)=O